3-Amino-6-(4-(morpholinomethyl)phenyl)-N-(tetrahydro-2H-pyran-4-yl)pyrazine-2-carboxamide NC=1C(=NC(=CN1)C1=CC=C(C=C1)CN1CCOCC1)C(=O)NC1CCOCC1